rel-2-((S*)-1,2-dihydroxyethyl)-5-((2R,3S,4S,5R)-3-(4-fluoro-2-methoxy-3-methylphenyl)-4,5-dimethyl-5-(trifluoromethyl)tetrahydrofuran-2-carboxamido)pyridine 1-oxide O[C@H](CO)C1=[N+](C=C(C=C1)NC(=O)[C@@H]1O[C@]([C@H]([C@H]1C1=C(C(=C(C=C1)F)C)OC)C)(C(F)(F)F)C)[O-] |o1:1,13,15,16,17|